5-ethyl-1-propyl-1H-pyrrolo[3,2-c]pyridin-5-ium iodide [I-].C(C)[N+]1=CC2=C(C=C1)N(C=C2)CCC